CC1=CC=C(C=C1)C(=O)NC2=CC(=CC=C2)Cl N-(3-chlorophenyl)-4-methylbenzamide